N-CYCLOHEXYL-2-(2-FORMYLPHENOXY)ACETAMIDE C1(CCCCC1)NC(COC1=C(C=CC=C1)C=O)=O